heptadecane-9-yl 4-((3-(1H-imidazol-1-yl)propyl)amino)-2-(((3-(hexadecyloxy)-3-oxopropyl)thio)methyl)-4-oxobutanoate N1(C=NC=C1)CCCNC(CC(C(=O)OC(CCCCCCCC)CCCCCCCC)CSCCC(=O)OCCCCCCCCCCCCCCCC)=O